4-amino-4'-methoxybenzophenone NC1=CC=C(C(=O)C2=CC=C(C=C2)OC)C=C1